1,3-bis({[1-(4-chlorophenyl)-1H-1,2,3,4-tetrazol-5-yl]methyl})urea ClC1=CC=C(C=C1)N1N=NN=C1CNC(=O)NCC1=NN=NN1C1=CC=C(C=C1)Cl